[N+](#[C-])C1=CC=C(C(=O)OCC(=O)NC2CCCC2)C=C1 2-(cyclopentylamino)-2-oxoethyl 4-isocyanobenzoate